4-[(1R,3S,5S)-8-azabicyclo[3.2.1]Octane-3-yl]-1,3-benzothiazole-6-carboxylic acid [C@H]12CC(C[C@H](CC1)N2)C2=CC(=CC1=C2N=CS1)C(=O)O